BrCCC1=CC=C(C=C1)CCC1=CC=C(C=C1)CCBr 1,2-bis(4-bromoethyl-phenyl)ethane